tetrahydro-oxo-β-carboline O=C1NCCC=2C3=CC=CC=C3NC12